5-amino-N-((1S,4S)-1-ethyl-7-(trifluoromethyl)isochroman-4-yl)-N-methyl-6,8-dihydro-1H-furo[3,4-d]pyrrolo[3,2-b]pyridine-2-carboxamide NC1=C2C(=C3C(=N1)C=C(N3)C(=O)N(C)[C@@H]3CO[C@H](C1=CC(=CC=C31)C(F)(F)F)CC)COC2